ethyl 7-bromo-5-chloro-1-isopropyl-4-oxo-1,4-dihydroquinoline-3-carboxylate BrC1=CC(=C2C(C(=CN(C2=C1)C(C)C)C(=O)OCC)=O)Cl